BrC1=CC=C(C=N1)CO (6-Bromo-3-pyridinyl)methanol